COC1=CC(=C(C(=C1C(C)=O)OCOC)CC(CC=C(C)C)C(=C)C)OCOC 1-(6-methoxy-2,4-bis(methoxymethoxy)-3-(5-methyl-2-(prop-1-en-2-yl)hex-4-en-1-yl)phenyl)ethane-1-one